B(=O)[O-].[Na+] The molecule is an inorganic sodium salt having metaborate as the counterion. It is an inorganic sodium salt and a member of borate salts.